2-(Trimethylsilyl)ethyl (2S,3S)-3-((tert-butoxycarbonyl)amino)-3-(4-chlorophenyl)-2-methylpropanoate C(C)(C)(C)OC(=O)N[C@@H]([C@@H](C(=O)OCC[Si](C)(C)C)C)C1=CC=C(C=C1)Cl